BrC=1C=C(C=CC1)C1(CC(C1)C#N)C1=NN=CN1C 3-(3-bromophenyl)-3-(4-methyl-4H-1,2,4-triazol-3-yl)cyclobutanecarbonitrile